COC[C@H](C)N1C(=CC2=C1N=C(N=C2)NC=2C(=NN(C2)[C@H](COC)C)OC2COC2)C#N 7-((S)-1-methoxypropan-2-yl)-2-((1-((S)-1-methoxypropan-2-yl)-3-(oxetan-3-yloxy)-1H-pyrazol-4-yl)amino)-7H-pyrrolo[2,3-d]pyrimidine-6-carbonitrile